N1CC[C@H]2[C@@H]1CN(CC2)C(=O)OCC2=CC=CC=C2 |r| rac-(3aR,7aR)-benzyl hexahydro-1H-pyrrolo[2,3-c]pyridine-6(2H)-carboxylate